2,2,3,3-Tetradeuterio-3-(2,2-dideuterio-1,3-benzodioxol-5-yl)propanoic acid [2H]C(C(=O)O)(C(C1=CC2=C(OC(O2)([2H])[2H])C=C1)([2H])[2H])[2H]